CC=1C=C(C=CC1OCC1=CC(=CC=C1)F)C=1NC=NN1 5-(3-methyl-4-((3-fluorobenzyl)oxy)phenyl)-4H-1,2,4-triazole